7-bromo-N,N,2,2-tetramethyl-2,3-dihydro-1H-pyrrolizine-5-carboxamide BrC=1C=C(N2CC(CC12)(C)C)C(=O)N(C)C